[OH-].[Li+].C(C1=CC=CC=C1)OC1=CC(=C(C(=O)O)C=C1)C(C)C 4-(benzyloxy)-2-isopropylbenzoic acid Lithium hydroxide